Bis(2-isopropyl-5-methylhexyl)9-(4-(dimethylamino)butoxy)heptadecanedioic acid C(C)(C)C(CC(C(=O)O)(CCCCCCC(CCCCCCCC(=O)O)OCCCCN(C)C)CC(CCC(C)C)C(C)C)CCC(C)C